BrC1=C(C=CC(=C1)Cl)SC1=CC=CC=C1 (2-Bromo-4-chlorophenyl)(phenyl)sulfane